C(C)C1=C(C=CC(=C1)N1C[C@H]2CC[C@@H](C1)N2C)NC2=NC=C(C(=N2)NCCCN2C(COCCC2)=O)C(F)(F)F 4-(3-((2-((2-ethyl-4-((1R,5S)-8-methyl-3,8-diazabicyclo[3.2.1]octan-3-yl)phenyl)amino)-5-(trifluoromethyl)pyrimidin-4-yl)amino)propyl)-1,4-oxazepan-3-one